BrC1=CC(=C(C=C1)C(CC1=NC(=NC(=C1)C(=O)N1[C@@H](C2=CC=CC=C2CC1)C)C1CC1)=NO)F N-[1-(4-Bromo-2-fluorophenyl)-2-{2-cyclopropyl-6-[(1R)-1-methyl-1,2,3,4-tetrahydroisoquinoline-2-carbonyl]pyrimidin-4-yl}ethylidene]hydroxylamine